1-[(4-bromophenyl)sulfanyl]-2-methylpropan-2-ol BrC1=CC=C(C=C1)SCC(C)(O)C